(3S,4R)-4-((5-chloro-4-(2-methyl-3H-imidazo[4,5-c]quinolin-8-yl)pyrimidin-2-yl)amino)tetrahydro-2H-pyran-3-ol ClC=1C(=NC(=NC1)N[C@H]1[C@@H](COCC1)O)C1=CC=2C3=C(C=NC2C=C1)NC(=N3)C